FC1=C(C=C(C=C1)C=1C(=C2N(N1)CCC2)C=2C=C1C=NNC1=CC2)C 5-(2-(4-Fluoro-3-methylphenyl)-5,6-dihydro-4H-pyrrolo[1,2-b]pyrazol-3-yl)-1H-indazole